N[C@H]1CN(C[C@@H](C1)F)C(=O)C=1C=C(C2=C(SC(=C2CCO)C=2N(C3=CC(=CC=C3C2)OC)CC2CC2)C1)OC ((3R,5R)-3-amino-5-fluoropiperidin-1-yl)(2-(1-(cyclopropylmethyl)-6-methoxy-1H-indol-2-yl)-3-(2-hydroxyethyl)-4-methoxybenzo[b]thiophen-6-yl)methanone